FC1CC(N2C1=NN(C2=O)C2=CC=C(C=C2)F)C2=CC=CC=C2 7-fluoro-2-(4-fluorophenyl)-5-phenyl-2,5,6,7-tetrahydro-3H-pyrrolo[2,1-c][1,2,4]triazol-3-one